NC=1C=C2C(N(C(C2=CC1)=O)C1C(NC(CC1)=O)=O)=O 5-amino-2-(2,6-dioxopiperidin-3-yl)isoindoline-1,3-dione